C1(CCC1)OC1=C(C=CC(=C1F)F)[C@@H]1[C@H](O[C@]([C@@H]1C)(C(F)(F)F)C)C(=O)NC1=CC(=NC=C1)C(=O)N 4-[[(2S,3R,4R,5R)-3-[2-(Cyclobutoxy)-3,4-difluorophenyl]-4,5-dimethyl-5-(trifluoromethyl)tetrahydrofuran-2-carbonyl]amino]pyridin-2-carboxamid